N-[(6-Amino-2-pyridyl)sulfonyl]-6-(2,2,5,5-tetramethyl-3-furyl)-2-(2,4,6-trimethylphenoxy)pyridin-3-carboxamid NC1=CC=CC(=N1)S(=O)(=O)NC(=O)C=1C(=NC(=CC1)C=1C(OC(C1)(C)C)(C)C)OC1=C(C=C(C=C1C)C)C